1-isopentylpiperidin C(CC(C)C)N1CCCCC1